OCC1=CC(=C(O1)C=O)C 5-hydroxymethyl-3-methyl-2-furaldehyde